3-(5-(1-((4-Fluoropiperidin-4-yl)methyl)piperidin-4-yl)-3-methyl-2-oxo-2,3-dihydro-1H-benzo[d]imidazol-1-yl)piperidine-2,6-dione FC1(CCNCC1)CN1CCC(CC1)C1=CC2=C(N(C(N2C)=O)C2C(NC(CC2)=O)=O)C=C1